1-bromo-9,11-pentadecadiene BrCCCCCCCCC=CC=CCCC